2-Ethyl bromoacetate BrCC(=O)OCC